2,4,6,8-tetrakis(4-isopropylbenzyl)-2,4,6,8-tetraazaadamantane-9,10-dione C(C)(C)C1=CC=C(CN2C3N(C4N(C(N(C2C4=O)CC4=CC=C(C=C4)C(C)C)C3=O)CC3=CC=C(C=C3)C(C)C)CC3=CC=C(C=C3)C(C)C)C=C1